CS(=O)(=O)C1=CC=C(C=C1)[C@@H](C1CCN(CC1)C(=O)C=1C=CC2=C(NC(CO2)=O)C1)C1=CC=CC=C1 |o1:10| 6-[4-[(S or R)-(4-methylsulfonylphenyl)-phenyl-methyl]piperidine-1-carbonyl]-4H-1,4-benzoxazin-3-one